(5-acryloyl-2-(dodecyloxy) phenyl) methanesulfonate CS(=O)(=O)OC1=C(C=CC(=C1)C(C=C)=O)OCCCCCCCCCCCC